S(=O)(=O)(O)C1(CC=C(C[C@H](N)C(=O)O)C=C1)O p-Sulfotyrosin